C(C)OC(=O)C1=CC=2N(C=C1NC(=O)C1=NC(=CC=C1)C(F)(F)F)C=C(N2)C2CCC(CC2)CO ((1r,4r)-4-(hydroxymethyl)cyclohexyl)-6-(6-(trifluoromethyl)pyridinecarboxamido)imidazo[1,2-a]Pyridine-7-carboxylic acid ethyl ester